N-(3-nitrophenyl)-3-[(7-trifluoromethylquinolin-4-yl)amino]benzamide [N+](=O)([O-])C=1C=C(C=CC1)NC(C1=CC(=CC=C1)NC1=CC=NC2=CC(=CC=C12)C(F)(F)F)=O